The molecule is an omega-hydroxy fatty acyl-CoA that results from the formal condensation of the thiol group of coenzyme A with the carboxy group of 16-hydroxyhexadecanoic acid. It has a role as a plant metabolite. It is an omega-hydroxy fatty acyl-CoA, a long-chain fatty acyl-CoA and an 11,12-saturated fatty acyl-CoA. It derives from a 16-hydroxyhexadecanoic acid. It is a conjugate acid of a 16-hydroxyhexadecanoyl-CoA(4-). CC(C)(COP(=O)(O)OP(=O)(O)OC[C@@H]1[C@H]([C@H]([C@@H](O1)N2C=NC3=C(N=CN=C32)N)O)OP(=O)(O)O)[C@H](C(=O)NCCC(=O)NCCSC(=O)CCCCCCCCCCCCCCCO)O